(2S,3S)-benzyl 2-((2S,5R)-1-((S)-2-((S)-2-(tert-butoxycarbonyl(methyl)amino)propanamido)-2-cyclohexylacetyl)-5-(5-methylfuran-2-yl)pyrrolidine-2-carboxamido)-3-methylpentanoate C(C)(C)(C)OC(=O)N([C@H](C(=O)N[C@H](C(=O)N1[C@@H](CC[C@@H]1C=1OC(=CC1)C)C(=O)N[C@H](C(=O)OCC1=CC=CC=C1)[C@H](CC)C)C1CCCCC1)C)C